4-[2-[2-(6-acetyl-3-methylindol-1-yl)propanoylamino]-4-[(4-methylpyrazol-1-yl)methyl]phenyl]butanoic acid C(C)(=O)C1=CC=C2C(=CN(C2=C1)C(C(=O)NC1=C(C=CC(=C1)CN1N=CC(=C1)C)CCCC(=O)O)C)C